2-tert-Butoxycarbonyl-2,7-diazaspiro[3.5]nonane C(C)(C)(C)OC(=O)N1CC2(C1)CCNCC2